C(C)OC(NC1=CC=CC2=C(C=CC=C12)NC(C1=CC=C(C=C1)F)=O)=O (5-(4-fluorobenzamido)naphthalen-1-yl)carbamic acid ethyl ester